N=C1OC(=CN1CC1=CC=CC=2NC(=NC21)NC(CO)(C)C2=CC(=CC=C2)C(F)(F)F)C 2-({4-[(2-imino-5-methyl-2,3-dihydro-1,3-oxazol-3-yl)methyl]-1H-1,3-benzodiazol-2-yl}amino)-2-[3-(trifluoromethyl)phenyl]propan-1-ol